6-chloro-4-oxochromane-2-carboxylic acid ClC=1C=C2C(CC(OC2=CC1)C(=O)O)=O